C(C1CO1)OC(CCC)[Si](OCCC)(OCCC)OCCC α-glycidoxybutyl-tripropoxysilane